4,7-dichloro-1-(phenylsulfonyl)-1H-pyrrolo[2,3-d]pyridazine ClC1=C2C(=C(N=N1)Cl)N(C=C2)S(=O)(=O)C2=CC=CC=C2